4-pentylnonyl 8-[2-aminoethyl-[7,7-dimethyl-8-oxo-8-(4-pentylnonoxy)octyl]amino]-2,2-dimethyl-octanoate NCCN(CCCCCCC(C(=O)OCCCC(CCCCC)CCCCC)(C)C)CCCCCCC(C(OCCCC(CCCCC)CCCCC)=O)(C)C